butyric acid-(E)-3,7-dimethyl-2,6-octadienyl ester C\C(=C/COC(CCC)=O)\CCC=C(C)C